(S)-N-(2-cyano-1-(4-(ethylsulfonyl)phenyl)ethyl)-2-(4-(4-(trifluoromethyl)benzyl)-1,4-diazepan-1-yl)thiazole-5-carboxamide C(#N)C[C@@H](C1=CC=C(C=C1)S(=O)(=O)CC)NC(=O)C1=CN=C(S1)N1CCN(CCC1)CC1=CC=C(C=C1)C(F)(F)F